ClC=1C=NC=C(C1C(C)OC=1C=C2C(=NNC2=CC1OC)C1=CC(=C(N=N1)N1CC(C1)(C)NCC(C)C)C#N)Cl 6-(5-(1-(3,5-dichloropyridin-4-yl)ethoxy)-6-methoxy-1H-indazol-3-yl)-3-(3-(isobutylamino)-3-methylazetidin-1-yl)pyridazine-4-carbonitrile